(3aR,5s,6aS)-N-[6-(1,3-dimethylpyrazol-4-yl)pyridazin-3-yl]-2-[(2-fluorophenyl)methyl]-3,3a,4,5,6,6a-hexahydro-1H-cyclopenta[c]pyrrol-5-amine CN1N=C(C(=C1)C1=CC=C(N=N1)NC1C[C@@H]2[C@@H](CN(C2)CC2=C(C=CC=C2)F)C1)C